N-heptylcyclohexane-1,2-diamine C(CCCCCC)NC1C(CCCC1)N